1-(1,4-diazepan-1-yl)-8-methoxypyrimidino[4,5-c][1,8]naphthyridine hydrochloride Cl.N1(CCNCCC1)C1=NC=NC=2C=NC=3N=C(C=CC3C21)OC